C(C)(C)(C)C=1C2=C(C3=C(N=C(N3C(C)(C)C)C=C3C=CC(C=C4C=CC(=CC(C1)=N2)N4)=N3)C(C)(C)C)C(C)(C)C tetra-tert-butyl-azaporphyrin